1-(5,5-dimethyl-1-cyclohexen-1-yl)pent-4-en-1-one CC1(CCC=C(C1)C(CCC=C)=O)C